ethyl 2-(2-ethyl-7-oxo-spiro[5H-thieno[2,3-c]pyridine-4,1'-cyclopropane]-6-yl)acetate C(C)C1=CC2=C(C(N(CC23CC3)CC(=O)OCC)=O)S1